COC1=C2C=C(NC2=CC=C1)C(=O)N1CC2(CC2)C[C@H]1C(=O)N[C@@H](C[C@H]1C(NCC1)=O)C(COC(F)(F)F)=O (S)-5-(4-methoxy-1H-indole-2-carbonyl)-N-((S)-3-oxo-1-((S)-2-oxopyrrolidin-3-yl)-4-(trifluorometh-oxy)butan-2-yl)-5-azaspiro[2.4]heptane-6-carboxamide